(4Z)-4-(1,3-benzothiazol-6-ylmethylene)-2-[(3,5-dihydroxy-1-adamantyl)amino]-1H-imidazol-5-one S1C=NC2=C1C=C(C=C2)\C=C\2/N=C(NC2=O)NC21CC3(CC(CC(C2)C3)(C1)O)O